NC=1C=C2CN(C(C2=CC1)=O)C 5-Amino-2-methylisoindol-1-one